CC1=CC=C(C=C1)S(=O)(=O)N1C=CC=2C1=NC=C1C2N(C=N1)N1C2CC(CC1CC2)=CC#N 2-(8-(6-p-toluenesulfonylimidazo[4,5-d]pyrrolo[2,3-b]pyridin-1(6H)-yl)-8-azabicyclo[3.2.1]octan-3-ylidene)acetonitrile